C12CNCC(CC1)N2C=2SC1=C(CN(CC1)C(CC1CCCC1)=O)N2 1-(2-(3,8-diazabicyclo[3.2.1]octan-8-yl)-6,7-dihydrothiazolo[4,5-c]pyridin-5(4H)-yl)-2-cyclopentylethan-1-one